(3,5-dichlorophenyl)-1-ethyl-8-((tetrahydro-2H-pyran-4-yl)methyl)-1,3,8-triazaspiro[4.5]decane-2,4-dione formate C(=O)O.ClC=1C=C(C=C(C1)Cl)N1C(N(C2(C1=O)CCN(CC2)CC2CCOCC2)CC)=O